octadecyl 3,5-di-t-butyl-4-hydroxyphenylpropionate C(C)(C)(C)C=1C=C(C=C(C1O)C(C)(C)C)C(C(=O)OCCCCCCCCCCCCCCCCCC)C